C(#N)C(C(C(=O)N(C)C)(C)C)=CC=O cyano-N,N,2,2-tetramethyl-5-oxopent-3-enamide